(S)-3-(5-(4-((1-(4-((1R,2R)-2-Cyclobutyl-6-hydroxy-1,2,3,4-tetrahydronaphthalen-1-yl)-2-fluorophenyl)piperidin-4-yl)methyl)piperazin-1-yl)-1-oxoisoindolin-2-yl)piperidine-2,6-dione C1(CCC1)[C@@H]1[C@@H](C2=CC=C(C=C2CC1)O)C1=CC(=C(C=C1)N1CCC(CC1)CN1CCN(CC1)C=1C=C2CN(C(C2=CC1)=O)[C@@H]1C(NC(CC1)=O)=O)F